3-methyl-6-heptenoic acid CC(CC(=O)O)CCC=C